COC1=NC2=C3C(=CC=C2C=C1)C=CC(=C3)C 2-methoxy-9-methyl-benzoquinoline